C(C)OC1=C(C=C(C=C1)C1=NOC(=N1)N1CCC(CC1)C(=O)N1CC(CCC1)C1=CC=CC=C1)OC (1-(3-(4-ethoxy-3-methoxyphenyl)-1,2,4-oxadiazol-5-yl)piperidin-4-yl)(3-phenylpiperidin-1-yl)methanone